7,7-dimethyl-4-(((R or S)-3-(trifluoromethyl)piperidin-1-yl)methyl)-6,7-dihydro-5H-cyclopenta[b]pyridine-2-carboxamide CC1(CCC=2C1=NC(=CC2CN2C[C@@H](CCC2)C(F)(F)F)C(=O)N)C |o1:13|